1-(7-morpholino-5-(3-(m-tolyl)-1H-pyrazol-1-yl)pyrazolo[1,5-a]pyrimidin-2-yl)ethane-1,2-diol O1CCN(CC1)C1=CC(=NC=2N1N=C(C2)C(CO)O)N2N=C(C=C2)C=2C=C(C=CC2)C